FC1=C(OCCCC(C(=O)N2CCN(CC2)S(=O)(=O)C=2C=C(C(=O)O)C=CC2)(C)C)C=CC(=C1)F 3-((4-(5-(2,4-difluorophenoxy)-2,2-dimethylpentanoyl)piperazin-1-yl)sulfonyl)benzoic acid